α,α-dimethylbenzeneethanol CC(CC1=CC=CC=C1)(O)C